4-methylpentanoate hydrochloride Cl.CC(CCC(=O)O)C